N-((2S)-1,1-dicyclopropyl-3-((2-((R)-4-isopropyl-2-oxoimidazolidin-1-yl)-2-(phenylcarbamoyl)-2,3-dihydro-1H-inden-5-yl)amino)-3-oxopropan-2-yl)-1-isopropyl-1H-pyrazole-5-carboxamide C1(CC1)C([C@@H](C(=O)NC=1C=C2CC(CC2=CC1)(C(NC1=CC=CC=C1)=O)N1C(N[C@@H](C1)C(C)C)=O)NC(=O)C1=CC=NN1C(C)C)C1CC1